allyl-bromo-amine C(C=C)NBr